3-(3-chloro-4-fluorophenyl)-5-(2-(3-fluoro-3-methylazetidin-1-yl)-2-oxoethyl)-1-(2,2,2-trifluoroethyl)-1H-pyrrolo[3,2-c]pyridin-4(5H)-one ClC=1C=C(C=CC1F)C1=CN(C2=C1C(N(C=C2)CC(=O)N2CC(C2)(C)F)=O)CC(F)(F)F